C(CCCCCCC)OC([C@@H](C)OC1=C(C=C(C=C1)Cl)C)=O (R)-2-(4-chloro-2-methylphenoxy)propionic acid n-octyl ester